N-(4-methylpentyl)undecane-1,11-diamine CC(CCCNCCCCCCCCCCCN)C